2-methyl-5,8,11,14-tetraoxa-2-azaheptadecan-17-oic acid CN(C)CCOCCOCCOCCOCCC(=O)O